ClC1=CC(=C(N=N1)C(=O)NOCC)NC1=C(C(=CC=C1)C1=NC=CC=N1)OC 6-chloro-N-ethylOxy-4-((2-methoxy-3-(pyrimidin-2-yl)phenyl)amino)pyridazine-3-carboxamide